CC=1NC(C2=CC=CC=C2C1)=O 3-(methyl)isoquinolone